isononyl phthalate C(C=1C(C(=O)[O-])=CC=CC1)(=O)OCCCCCCC(C)C